tert-butyl (2S,4R)-4-fluoro-2-[(1-methylpyrazol-4-yl)carbamoyl]pyrrolidine-1-carboxylate F[C@@H]1C[C@H](N(C1)C(=O)OC(C)(C)C)C(NC=1C=NN(C1)C)=O